[Si](C1=CC=CC=C1)(C1=CC=CC=C1)(C(C)(C)C)OC[C@@H]1CN(C(C=2N1N=C1C2CN[C@@H](C1)C)=O)C(C)C1=CC=C(C=C1)OC(F)F (3R,7S)-7-(((tert-Butyldiphenylsilyl)oxy)methyl)-9-(1-(4-(difluoromethoxy)phenyl)ethyl)-3-methyl-1,2,3,4,8,9-hexahydropyrido[4',3':3,4]pyrazolo[1,5-a]pyrazin-10(7H)-one